NC1=C(SC2=NC(=CC=C21)C)C(=O)O 3-amino-6-methylthieno[2,3-b]pyridine-2-carboxylic acid